5-[[(3S,4R)-1-[7-(ethylamino)-5-fluoro-3-methyl-2-oxo-indolin-3-yl]-4-hydroxy-3-piperidyl]amino]pyridine-2-carbonitrile C(C)NC=1C=C(C=C2C(C(NC12)=O)(C)N1C[C@@H]([C@@H](CC1)O)NC=1C=CC(=NC1)C#N)F